C(C)(C)(C)OC(=O)N(CCN1CCN(CC1)C1=CC=C(C(=O)OCC)C=C1)C ethyl 4-(4-(2-((tert-butoxycarbonyl)(methyl)amino)ethyl)piperazin-1-yl)benzoate